CC=1N=CC=2C(N1)=C(C(N(C2)C2(COCC2)C)=C=O)C#N 2-methyl-6-(3-methyltetrahydrofuran-3-yl)-7-carbonyl-6,7-dihydropyrido[4,3-d]pyrimidine-8-carbonitrile